4-(5-((3-amino-8-azabicyclo[3.2.1]octane-8-yl)methyl)-2-(2-fluoro-4-methylphenyl)thiophen-3-yl)-2-fluorobenzonitrile trifluoroacetate FC(C(=O)O)(F)F.NC1CC2CCC(C1)N2CC2=CC(=C(S2)C2=C(C=C(C=C2)C)F)C2=CC(=C(C#N)C=C2)F